C[Si](OC[C@H]1[C@@H](C[C@@H]2OC[C@H](CC[C@@H]21)CO)OC2OCCCC2)(C(C)(C)C)C [(3R,5aR,6S,7R,8aS)-6-({[dimethyl(2-methyl-2-propanyl)silyl]oxy}methyl)-7-(tetrahydro-2H-pyran-2-yloxy)octahydro-2H-cyclopenta[b]oxepin-3-yl]methanol